O=C1C(C2CCC1C2)C(=O)OC methyl 3-oxo-bicyclo[2.2.1]heptane-2-carboxylate